NC1=C(C=C(C=N1)C=1C=C2N(N1)CC[C@]21CN(CC1)C(=O)NC(C)C)OC(C)C1=CC=C(C=C1)S(=O)(=O)C (3R)-2'-(6-amino-5-{1-[4-(methylsulfonyl)phenyl]ethoxy}pyridin-3-yl)-N-isopropyl-5',6'-dihydro-1H-spiro[pyrrolidine-3,4'-pyrrolo[1,2-b]pyrazole]-1-carboxamide